BrC1=C(C=CC(=C1)NC1=NN(C=C1C(N)=O)[C@@H]1COCC[C@H]1C#N)CC(=O)OC methyl 2-[2-bromo-4-[[4-carbamoyl-1-(trans-4-cyanotetrahydro-2H-pyran-3-yl) pyrazol-3-yl]amino]phenyl]acetate